tert-Butyl 1-({[2-(difluoromethoxy)pyridin-4-yl]oxy}methyl)-6-azaspiro[2.5]octane-6-carboxylate FC(OC1=NC=CC(=C1)OCC1CC12CCN(CC2)C(=O)OC(C)(C)C)F